Trimethyltetradecylammonium bromide [Br-].C[N+](CCCCCCCCCCCCCC)(C)C